N[C@@H]1C(NC(CC1)=O)=O (3S)-3-aminopiperidine-2,6-dione